(R)-tert-butyl (1-hydroxypent-4-en-2-yl)carbamate OC[C@@H](CC=C)NC(OC(C)(C)C)=O